N-(4-(2-hydroxyethoxy)-2-(1H-imidazol-1-yl)quinolin-6-yl)oxetane-3-carboxamide OCCOC1=CC(=NC2=CC=C(C=C12)NC(=O)C1COC1)N1C=NC=C1